NC1=CC(=NC(=C1)C(F)(F)F)N=S(=O)(C)C ((4-amino-6-(trifluoromethyl)pyridin-2-yl)imino)dimethyl-λ6-sulfanone